1-oxahexadecan-2,13-dione OC(CCCCCCCCCCC(CCC)=O)=O